COC[C@H](C)OC1=C(OC(C=C1)=O)C(=O)[O-] [(2S)-1-methoxypropan-2-yl]oxy-6-oxopyran-2-carboxylate